N-[(1S)-1-{1-[5-(morpholin-4-yl)pyridin-2-yl]-1H-1,2,4-triazol-5-yl}ethyl]-3,5-bis(trifluoro-methyl)benzamide N1(CCOCC1)C=1C=CC(=NC1)N1N=CN=C1[C@H](C)NC(C1=CC(=CC(=C1)C(F)(F)F)C(F)(F)F)=O